C(#N)C1=CC=C(CC[C@@]2(CN(CC2)C(C)(C)C2=NC=CC=C2)C(=O)O)C=C1 (R)-3-(4-cyanophenethyl)-1-(2-(pyridin-2-yl)propan-2-yl)pyrrolidine-3-carboxylic acid